2,3-difluoro-4-methoxy-5-nitro-benzaldehyde FC1=C(C=O)C=C(C(=C1F)OC)[N+](=O)[O-]